Ethyl (2E)-2-(hydroxyimino)acetate O\N=C\C(=O)OCC